1-Ethyl-3-(5-(2-methoxy-5-((4-oxo-3,4-dihydrophthalazin-1-yl)methyl)phenyl)-1H-benzoimidazol-2-yl)urea C(C)NC(=O)NC1=NC2=C(N1)C=CC(=C2)C2=C(C=CC(=C2)CC2=NNC(C1=CC=CC=C21)=O)OC